FC=1C(=C(N)C=CC1N1CC2N(CC1)CCC2)OC 3-fluoro-4-(hexahydropyrrolo[1,2-a]pyrazin-2(1H)-yl)-2-methoxyaniline